N-[2-[3-methyl-1H-indazol-5-yl]pyridin-4-yl]prop-2-enamide CC1=NNC2=CC=C(C=C12)C1=NC=CC(=C1)NC(C=C)=O